N1=C(C=CC=C1C(=O)NN)C(=O)NN pyridine-2,6-dicarboxhydrazide